(S)-1-[(S)-1-(Cyclopropylmethyl)-2-(4-isobutyl-1-piperidyl)-2-oxoethyl]-3-neopentyl-2-piperazinone C1(CC1)C[C@@H](C(=O)N1CCC(CC1)CC(C)C)N1C([C@@H](NCC1)CC(C)(C)C)=O